FS(=O)(=O)[N-]S(=O)(=O)F N,N-difluorosulfonyl-amide